FC(C(=O)O)(C1=CC(=CC=C1)N1CCCCC1)F 2,2-difluoro-2-(3-(piperidin-1-yl)phenyl)acetic acid